NCCN1C(C=CC1=O)=O N-(2-Aminoethyl)maleimide